tert-butyl 4-[3-[3-(2,4-dioxohexahydropyrimidin-1-yl)imidazo[1,2-a]pyridin-7-yl] prop-2-ynyl]piperazine-1-carboxylate O=C1N(CCC(N1)=O)C1=CN=C2N1C=CC(=C2)C#CCN2CCN(CC2)C(=O)OC(C)(C)C